6-bromochromane-4-carbonitrile BrC=1C=C2C(CCOC2=CC1)C#N